C(=O)(O)C1NC(SC1)(C(=O)O)C.C([C@@H](C(=O)O)N)SSC[C@@H](C(=O)O)N cystine, 4-carboxy-2-methylthiazolidine-2-formate salt